N-butyl-2-(4-(3,5-dichloropyridin-4-yl)piperazin-1-yl)-2-(3-hydroxyphenyl)acetamide C(CCC)NC(C(C1=CC(=CC=C1)O)N1CCN(CC1)C1=C(C=NC=C1Cl)Cl)=O